C(=C)OC1=NN(C=C1)C(=O)OCCCC butyl 3-(vinyloxy)-1H-pyrazole-1-carboxylate